CN(C(=O)[C@H]1CC12CCN(CC2)C(=O)OC(C(F)(F)F)C(F)(F)F)C2=NC=CN=C2 Hexafluoropropan-2-yl (S)-1-(methyl(pyrazin-2-yl)carbamoyl)-6-azaspiro[2.5]octane-6-carboxylate